N1N=CC(=C1)C1=CC=C(CN(C(=O)[C@H]2CN(CCC2)C=2C=CC(=C(OC(C(=O)N3CCN(CC3)C(=O)OC(C)(C)C)(C)C)C2)F)C2CC2)C=C1 tert-butyl (R)-4-(2-(5-(3-((4-(1H-pyrazol-4-yl)benzyl)(cyclopropyl)carbamoyl) piperidin-1-yl)-2-fluorophenoxy)-2-methylpropanoyl)piperazine-1-carboxylate